R-(-)-3-hexyl hydroxybutyrate OC(C(=O)O[C@H](CC)CCC)CC